N1,N1-dimethyl-N4-(2-(piperidin-1-yl)benzyl)benzene-1,4-disulfonamide CN(S(=O)(=O)C1=CC=C(C=C1)S(=O)(=O)NCC1=C(C=CC=C1)N1CCCCC1)C